5-(1H-pyrazol-4-yl)pyrimidine-2,4-diol N1N=CC(=C1)C=1C(=NC(=NC1)O)O